[NH4+].NCCOCCO 2-(2-aminoethoxy)ethanol ammonium